C(C)OC1=C(N)C=C(C=C1)N1CCN(CC1)C 2-ethyl-Oxy-5-(4-methylpiperazin-1-yl)aniline